N-[4-(3-Cyanophenyl)-5-(4-methylquinazolin-6-yl)thiazol-2-yl]-2-(1-hydroxy-1-methyl-ethyl)morpholine-4-carboxamide C(#N)C=1C=C(C=CC1)C=1N=C(SC1C=1C=C2C(=NC=NC2=CC1)C)NC(=O)N1CC(OCC1)C(C)(C)O